C12C(CC(CC1)C2)C(C(=O)NC2=NC=C(C=C2)C2=C(C=NN2C)C)NC(=O)C2=CC=NN2C N-(1-(bicyclo[2.2.1]heptan-2-yl)-2-((5-(1,4-dimethyl-1H-pyrazol-5-yl)pyridin-2-yl)amino)-2-oxoethyl)-1-methyl-1H-pyrazole-5-carboxamide